C(C)(C)N1C(=NC2=NC=C(C=C21)C2=CNC=1N=C(N=CC12)N[C@@H]1CC[C@@H](CC1)OC(F)(F)F)C 5-(1-isopropyl-2-methyl-1H-imidazo[4,5-b]pyridin-6-yl)-N-(cis-4-(trifluoromethoxy)cyclohexyl)-7H-pyrrolo[2,3-d]pyrimidin-2-amine